(2R,4S)-5-(biphenyl-4-yl)-4-[(tert-butoxycarbonyl)amino]-2-methylvaleric acid C1(=CC=C(C=C1)C[C@H](C[C@H](C(=O)O)C)NC(=O)OC(C)(C)C)C1=CC=CC=C1